FC(CC(C(=O)NC1=NC=CC(=C1)C1=C(C2=NC(=CC=C2N1)F)C1=NC=CC=C1)C=1N=C(SC1)C)F 4,4-difluoro-N-(4-(5-fluoro-3-(pyridin-2-yl)-1H-pyrrolo[3,2-b]pyridin-2-yl)pyridin-2-yl)-2-(2-methylthiazol-4-yl)butanamide